CNS(=O)(=O)C=1C=NC(=C(C1)C=1N=CN(C1)C)NCC1=CC=C(C=C1)S(F)(F)(F)(F)F N-methyl-5-(1-methyl-1H-imidazol-4-yl)-6-((4-(pentafluoro-λ6-sulfanyl)benzyl)amino)pyridine-3-sulfonamide